CC(CC(=O)O)(C)NC(C=C)=O 3-methyl-3-[(1-oxo-2-propenyl)amino]Butyric acid